2-amino-5-chloro-1-(5-hydroxy-2-methyl-phenyl)pyrrolo[3,2-b]pyridine-3-carboxamide NC1=C(C2=NC(=CC=C2N1C1=C(C=CC(=C1)O)C)Cl)C(=O)N